2-amino(2-aminoethyl)-N-(2-methoxyethyl)-N-methylaniline NC1=C(N(C)CCOC)C=CC=C1CCN